N1N=CC2=CC(=CC=C12)C1(C(N(C=C1)C)C)C(=O)NCC1=C(C=CC=C1)C#N 3-(1H-indazole-5-yl)-N3-(2-cyanobenzyl)-1,2-dimethyl-1H-pyrrole-3-carboxamide